NCC=1C=C(C=2CN(C(C2C1)=O)C1C(NC(CC1)=O)=O)C#N 6-(aminomethyl)-2-(2,6-dioxopiperidin-3-yl)-1-oxoisoindoline-4-carbonitrile